N-{3-[(3aR,4R,6S,6aS)-6-hydroxy-2,2-dimethyl-tetrahydro-3aH-cyclopenta[d][1,3]dioxol-4-yl]-5-(1,2-thiazol-4-yl)phenyl}acetamide O[C@H]1C[C@@H]([C@@H]2[C@H]1OC(O2)(C)C)C=2C=C(C=C(C2)C=2C=NSC2)NC(C)=O